tert-butyl 4-((2R,3R)-1-(6-chloro-2-(difluoromethyl)-3-methylpyridin-4-yl)-2-methylazetidin-3-yl)piperazine-1-carboxylate ClC1=CC(=C(C(=N1)C(F)F)C)N1[C@@H]([C@@H](C1)N1CCN(CC1)C(=O)OC(C)(C)C)C